1-butyryl-lysergic acid diethylamide C(C)N(C(=O)[C@H]1CN(C)[C@@H]2CC3=CN(C4=CC=CC(C2=C1)=C34)C(CCC)=O)CC